C(CC)OC(C)OC(=O)C1C2C=CC(C1)C2 5-(1-(1-n-propoxy)ethoxycarbonyl)-bicyclo[2.2.1]Hept-2-ene